N[C@H](COC1CC1)C1=CC=2N(N=C1)C=C(N2)[C@H](C2CCC(CC2)(F)F)NC(OC(C)(C)C)=O tert-Butyl ((S)-(7-((S)-1-amino-2-cyclopropoxyethyl)imidazo[1,2-b]pyridazin-2-yl) (4,4-difluorocyclohexyl)methyl)carbamate